N-[4-[(6,7-Dimethoxy-1,5-naphthyridin-4-yl)oxy]-3-fluorophenyl]-5-fluoro-1-(4-fluorophenyl)-4,6-dimethyl-2-oxopyridine-3-carboxamide COC=1N=C2C(=CC=NC2=CC1OC)OC1=C(C=C(C=C1)NC(=O)C=1C(N(C(=C(C1C)F)C)C1=CC=C(C=C1)F)=O)F